trans-tert-butyl 3-(8-(2-(((tert-butyldimethylsilyl)oxy)methyl)thieno[3,2-b]pyridin-7-yl)-6-chloro-3,4-dihydroquinolin-1(2H)-yl)-4-methoxypyrrolidine-1-carboxylate [Si](C)(C)(C(C)(C)C)OCC1=CC2=NC=CC(=C2S1)C=1C=C(C=C2CCCN(C12)[C@@H]1CN(C[C@H]1OC)C(=O)OC(C)(C)C)Cl